C([O-])([O-])=O.C(CC1=CC=CC=C1)[NH3+].C(CC1=CC=CC=C1)[NH3+] phenethyl-ammonium carbonate